ClC=1C=CC(=C(C1)C1=CC(=NC=C1C(=O)NC=1SC=2C(N(CCC2N1)C1CC1)=O)N1C(C=C(C=C1)C)=O)OC 4'-(5-chloro-2-methoxyphenyl)-N-(5-cyclopropyl-4-oxo-4,5,6,7-tetrahydrothiazolo[5,4-c]pyridin-2-yl)-4-methyl-2-oxo-2H-[1,2'-bipyridine]-5'-carboxamide